C[Si](C)(C)C#CC1=CC=C(O1)CNCCC N-((5-((trimethylsilyl)ethynyl)furan-2-yl)methyl)propan-1-amine